O=C1C=CC(=O)NN1 MALEIC HYDrazide